6-(4,4,5,5-tetramethyl-1,3,2-dioxaborolan-2-yl)-3-azabicyclo[4.1.0]heptane, hydrochloride Cl.CC1(OB(OC1(C)C)C12CCNCC2C1)C